CC1=NC(=CC(=C1)C=1NC2=CC=C(C=C2C1C(C)C)C1CCN(CC1)CC1(COC1)C)C 2-(2,6-dimethylpyridin-4-yl)-3-isopropyl-5-(1-((3-methyloxetan-3-yl)methyl)piperidin-4-yl)-1H-indole